FC(C(=O)O)(F)F.FC1=CC=C(C=C1)S(=O)(=O)N 4-fluorobenzenesulfonamide trifluoroacetate